NC=1NC2=C(N1)C=CC(=C2)[N+](=O)[O-] 2-amino-5-nitrobenzoimidazole